ClCC1CNC=2C=C(C3=C(C12)C=CC=C3)O 1-(chloromethyl)-2,3-dihydro-1H-benzo[e]indol-5-ol